ClC1=CC2=C(N=CN=C2NC2=CC=C(C=C2)OC2=CC3=C(N(N=N3)C)C=C2)C=N1 6-chloro-N-{4-[(1-methyl-1,2,3-benzotriazol-5-yl)oxy]phenyl}pyrido[3,4-d]pyrimidin-4-amine